C(C)C1(CNC1)COC1=C2C(=NC(=C1)C1=CC=C(C=C1)O)NN=C2 4-(4-((3-Ethylazetidin-3-yl)methoxy)-1H-pyrazolo[3,4-b]pyridin-6-yl)phenol